tetra[2,3-dihexyl-(1-aziridinyl)]propionate C(CCCCC)C1N(C1CCCCCC)C(C(C(=O)[O-])(N1C(C1CCCCCC)CCCCCC)N1C(C1CCCCCC)CCCCCC)N1C(C1CCCCCC)CCCCCC